N-(4-{[6-(5-chloro-2-fluoro-phenyl)-3-(2-methoxyethoxy)-pyridazin-4-yl]amino}pyridin-2-yl)-3-(morpholin-4-yl)propanamide ClC=1C=CC(=C(C1)C1=CC(=C(N=N1)OCCOC)NC1=CC(=NC=C1)NC(CCN1CCOCC1)=O)F